2-fluoro-N,N-dimethylpyridin-4-amine CN(C)C1=CC(=NC=C1)F